C(CCC)OC(CC1=CC=CC=C1)=O 2-phenylacetic acid butyl ester